dicyclohexyl-(3,5-di-(tert-butyl)phenyl)phosphonium tetraphenylborate C1(=CC=CC=C1)[B-](C1=CC=CC=C1)(C1=CC=CC=C1)C1=CC=CC=C1.C1(CCCCC1)[PH+](C1=CC(=CC(=C1)C(C)(C)C)C(C)(C)C)C1CCCCC1